C(C)(C)(C)OC(NC1CCN(CC1)C(=O)C1=NC(=NC=C1)NC1=CC=CC=C1)=O (1-(2-(phenylamino)pyrimidin-4-carbonyl)piperidin-4-yl)carbamic acid tert-butyl ester